C(C)N1CCCC1 (S)-1-ethylpyrrolidin